CC1=C(C=CC(=N1)N)NC1CCOCC1 6-methyl-N5-(tetrahydro-2H-pyran-4-yl)pyridine-2,5-diamine